C(C)OC(CCCCC)=O.C(C)CC(=O)O.C(C)(=O)OCC ethyl acetate (ethyl acetate) Ethyl-caproate